6-[(7S)-4-azaspiro[2.5]octan-7-yl]-2-(6-hydroxy-2,7-dimethyl-indazol-5-yl)-4-methyl-pyrido[4,3-d]pyrimidin-5-one C1CC12NCC[C@@H](C2)N2C(C1=C(N=C(N=C1C)C1=CC3=CN(N=C3C(=C1O)C)C)C=C2)=O